(3R,4R)-1-(2-cyclopropyl-ethyl)-4-{[5-(2,4-difluoro-phenyl)-isoxazole-3-carbonyl]-amino}-piperidine-3-carboxylic acid dimethylamide CN(C(=O)[C@@H]1CN(CC[C@H]1NC(=O)C1=NOC(=C1)C1=C(C=C(C=C1)F)F)CCC1CC1)C